C1(=CC=C(C=C1)CC(=O)OC(C1=CC=CC=C1)C=1N(C=2CC(CC(C2C1)=O)(C)C)C1=CC=CC=C1)C (6,6-dimethyl-4-oxo-1-phenyl-4,5,6,7-tetrahydro-1H-indol-2-yl)(phenyl)methyl 2-(p-tolyl)acetate